[K].C(C=C)(=O)OCCCS(=O)(=O)O 3-(acryloyloxy)propane-1-sulfonic acid potassium